2-ethylbutyl((S)-(((Z)-2-((4-amino-2-oxopyrimidin-1(2H)-yl) methylene)-1-((isobutyryloxy)methyl)cyclopropyl)methoxy)(phenoxy)phosphoryl)-L-phenylalaninate C(C)C(CN([C@@H](CC1=CC=CC=C1)C(=O)[O-])[P@@](=O)(OC1=CC=CC=C1)OCC1(\C(\C1)=C/N1C(N=C(C=C1)N)=O)COC(C(C)C)=O)CC